9-ethyl-6,6-dimethyl-8-[4-(morpholin-4-yl)piperidin-1-yl]-11-oxo-6,11-dihydro-5H-benzo[b]carbazole-3-carbonitrile C(C)C1=CC2=C(C(C=3NC4=CC(=CC=C4C3C2=O)C#N)(C)C)C=C1N1CCC(CC1)N1CCOCC1